NCC1=NNC(C2=CC=C(C=C12)C=1C=NN(C1C1=C(C#N)C(=C(C=C1)C)Cl)C)=O 2-(4-(4-(aminomethyl)-1-oxo-1,2-dihydrophthalazin-6-yl)-1-methyl-1H-pyrazol-5-yl)-6-chloro-5-methylbenzonitrile